2,7-bis(glycidyloxy)naphthalene C(C1CO1)OC1=CC2=CC(=CC=C2C=C1)OCC1CO1